NC1=CC(=C(C=C1OC)C1=NC=C(C2=C1C(=NO2)N)C=2C(=NNC2)C)F 4-(4-amino-2-fluoro-5-methoxyphenyl)-7-(3-methyl-1H-pyrazol-4-yl)isoxazolo[4,5-c]pyridin-3-amine